N-[5-(1H-benzimidazol-2-yl)-1-methyl-pyrazol-3-yl]-4-(4-methyl-piperazin-1-yl)benzamide N1C(=NC2=C1C=CC=C2)C2=CC(=NN2C)NC(C2=CC=C(C=C2)N2CCN(CC2)C)=O